O=C1N(CCC(N1)=O)C1=C(CN2CCN(CC2)C=2C(=CC3=C(C(C=4NC5=CC(=CC=C5C4C3=O)C#N)(C)C)C2)CC)C=CC=C1 8-(4-(2-(2,4-dioxotetrahydropyrimidin-1(2H)-yl)benzyl)piperazin-1-yl)-9-ethyl-6,6-dimethyl-11-oxo-6,11-dihydro-5H-benzo[b]carbazole-3-carbonitrile